C(C)N1C=C(C(C2=CC(=C(C=C12)N1CCN(CC1)C(CCC1=CC=CC=C1)=O)F)=O)C(=O)O 1-ethyl-6-fluoro-4-oxo-7-[4-(3-phenylpropionyl)-1-piperazinyl]-1,4-dihydro-3-quinolinecarboxylic acid